C(C)(=O)N[C@H]1[C@H](O)O[C@@H]([C@@H]([C@@H]1O)O)CO 2-(Acetamido)-2-deoxy-beta-D-galactopyranose